C(C)(C)(C)OC(=O)[C@H](C(C)C)N(C(=O)[C@@H]1CN(CC1)C(=O)OCC1=CC=CC=C1)C benzyl (3S)-3-[[(1S)-1-tert-butoxycarbonyl-2-methyl-propyl]-methyl-carbamoyl]pyrrolidine-1-carboxylate